2-(2-(6-(2-Amino-5-(2-methylpyridin-4-yl)-1H-imidazol-4-yl)-2,3-dihydro-4H-benzo[b][1,4]oxazin-4-yl)ethoxy)ethan-1-ol NC=1NC(=C(N1)C1=CC2=C(OCCN2CCOCCO)C=C1)C1=CC(=NC=C1)C